3-(N-(1-cyclopropylethyl)-2-chloroisonicotinamido)-2-fluorobenzoic acid C1(CC1)C(C)N(C(C1=CC(=NC=C1)Cl)=O)C=1C(=C(C(=O)O)C=CC1)F